(bromo (4-(tert-butoxycarbonyl) phenyl) methyl) picolinate N1=C(C=CC=C1)C(=O)OC(C1=CC=C(C=C1)C(=O)OC(C)(C)C)Br